NCCCOC=1C=C(C=CC1)C[C@H](C(=O)OC(C)(C)C)[C@@H]1CN(CC1)C(=O)OC(C)(C)C tert-butyl (R)-3-((S)-3-(3-(3-aminopropoxy)phenyl)-1-(tert-butoxy)-1-oxopropan-2-yl)pyrrolidine-1-carboxylate